N-{4-methyl-2-[(2-{[4-(4-methylpiperazin-1-yl)phenyl]amino}furo[3,2-d]pyrimidin-4-yl)amino]phenyl}prop-2-enamide CC1=CC(=C(C=C1)NC(C=C)=O)NC=1C2=C(N=C(N1)NC1=CC=C(C=C1)N1CCN(CC1)C)C=CO2